(5-(4-(4-((dimethylamino)methyl)-3-phenyl-1H-pyrazol-1-yl)pyrimidine-2-ylamino)-4-methoxy-2-morpholinophenyl)acrylamide mesylate S(C)(=O)(=O)O.CN(C)CC=1C(=NN(C1)C1=NC(=NC=C1)NC=1C(=CC(=C(C1)C(C(=O)N)=C)N1CCOCC1)OC)C1=CC=CC=C1